2-(2,6-dioxopiperidin-3-yl)-7-methoxy-1-oxoisoindoline-4-carboxylic acid O=C1NC(CCC1N1C(C=2C(=CC=C(C2C1)C(=O)O)OC)=O)=O